(4-fluoro-3-(2-(5-(pyrazin-2-ylamino)-1H-pyrazol-3-yl)ethyl)phenyl)-3-(trifluoromethyl)benzamide FC1=C(C=C(C=C1)C1=C(C(=O)N)C=CC=C1C(F)(F)F)CCC1=NNC(=C1)NC1=NC=CN=C1